(ISOPROPENYLAMINO)ACETIC ACID C(=C)(C)NCC(=O)O